C1(=CC=CC=2C3=CC=CC=C3C=CC12)C1=C(C=2C=CC3=CC=CC=C3C2C=C1)C1=C(C=CC=C1)C1=CC=CC=C1 (phenanthrenyl(phenanthrenyl))biphenyl